OC[C@H]1O[C@H]([C@@H]([C@H]([C@@H]1O)O)O)OCCC1=CC(=CC=C1)O (2R,3S,4S,5R,6R)-2-(hydroxymethyl)-6-(3-hydroxyphenylethoxy)tetrahydro-2H-pyran-3,4,5-triol